N[C@@H](CCCNC(OCC1C2=CC=CC=C2C=2C=CC=CC12)=O)C(=O)NC1CC(N(C(C1)(C)C)O)(C)C (S)-(9H-fluoren-9-yl)methyl (4-amino-5-((1-hydroxy-2,2,6,6-tetramethylpiperidin-4-yl)amino)-5-oxopentyl)carbamate